(R)-(6-(2-methyl-2H-pyrazolo[3,4-b]pyridin-5-yl)thieno[2,3-b]pyridin-2-yl)((3R)-tetrahydro-3-furanyl)methanol CN1N=C2N=CC(=CC2=C1)C1=CC=C2C(=N1)SC(=C2)[C@H](O)[C@H]2COCC2